P-(4-(5-(chlorodifluoromethyl)-1,2,4-oxadiazol-3-yl)phenyl)-N-(4-chlorophenyl)-P-methylphosphinic amide ClC(C1=NC(=NO1)C1=CC=C(C=C1)P(NC1=CC=C(C=C1)Cl)(=O)C)(F)F